(R)-2-(4-(benzo[d]oxazol-2-yl)-5-hydroxy-1-methyl-6-oxo-1,6-dihydropyrimidin-2-yl)-1-(2-methoxyphenyl)-1,2,3,4-tetrahydroisoquinoline-7-carboxylic acid O1C(=NC2=C1C=CC=C2)C=2N=C(N(C(C2O)=O)C)N2[C@H](C1=CC(=CC=C1CC2)C(=O)O)C2=C(C=CC=C2)OC